(3,3-difluoroazetidin-1-yl)(6-(4-((3-fluoro-4-(1H-pyrazol-4-yl)phenyl)amino)pyrimidin-2-yl)-1-methyl-1H-indol-2-yl)methanone FC1(CN(C1)C(=O)C=1N(C2=CC(=CC=C2C1)C1=NC=CC(=N1)NC1=CC(=C(C=C1)C=1C=NNC1)F)C)F